BrC=1C=C2C=C(C(=C(C2=CC1)Cl)NC(=O)C=1N(N=C(C1)CN1N=C2C=CC=C(C2=C1)Cl)C1=NC=CC=C1Cl)C(N)=O N-(6-bromo-3-carbamoyl-1-chloro-2-naphthyl)-5-[(4-chloroindazol-2-yl)methyl]-2-(3-chloro-2-pyridyl)pyrazole-3-carboxamide